bromo-6-chloro-5-(4-methoxyphenyl)pyridazin-3-amine BrC1=C(N=NC(=C1C1=CC=C(C=C1)OC)Cl)N